5-(benzyloxy)bicyclo[4.2.0]oct-1,3,5-trien-7-one C(C1=CC=CC=C1)OC=1C=CC=C2CC(C12)=O